C1(CC1)C1=NC=NC(=C1C1=NC=C2C(=N1)N(C(C1C2C1)=O)CC1=CC=C(C=C1)N1N=C(C=C1C(C)C)C(F)(F)F)OC (±)-3-(4-cyclopropyl-6-methoxypyrimidin-5-yl)-5-(4-(5-isopropyl-3-(trifluoromethyl)-1H-pyrazol-1-yl)benzyl)-5,6a,7,7a-tetrahydro-6H-cyclopropa[4,5]pyrido[2,3-d]pyrimidin-6-one